C1(CCCCC1)C1(CC(C(N1)=O)(F)F)OCC 5-cyclohexyl-5-ethoxy-3,3-difluoropyrrolidin-2-one